azo-t-butane CC(C)(C)N=NC(C)(C)C